CC(CNC(OC(C)(C)C)=O)CCC(C1=CC=2N(N=CC2S1)C1OCCCC1)=O tert-butyl N-[2-methyl-5-oxo-5-(1-tetrahydropyran-2-ylthieno[3,2-c]pyrazol-5-yl)pentyl]carbamate